C1(CC1)OC1=C(C=CC=C1)B(O)O 2-cyclopropoxyphenyl-boronic acid